ClC=1C=C(C=CC1)C1=C2CCNC2=CC=C1 4-(3-chlorophenyl)indoline